N1C=C(C2=CC=CC=C12)C=1C=C2CCNCC2=CC1 6-(1H-indol-3-yl)-1,2,3,4-tetrahydroisoquinoline